CC=1N=CC2=C(N1)N(C(C(=C2)C2CCN(CC2)C(=O)OC(C)(C)C)=O)CC2=NC=CN=C2C tert-butyl 4-(2-methyl-8-((3-methylpyrazin-2-yl)methyl)-7-oxo-7,8-dihydropyrido[2,3-d]pyrimidin-6-yl)piperidine-1-carboxylate